CC1(CCC(=C(C1)C2=CC=C(C=C2)Cl)CN3CCN(CC3)C4=CC(=C(C=C4)C(=O)NS(=O)(=O)C5=CC(=C(C=C5)NCC6CCOCC6)[N+](=O)[O-])OC7=CN=C8C(=C7)C=CN8)C The molecule is a member of the class of pyrrolopyridines that is a potent inhibitor of the antiapoptotic protein B-cell lymphoma 2. It is used for treamtment of chronic lymphocytic leukemia with 17p deletion. It has a role as an apoptosis inducer, an antineoplastic agent and a B-cell lymphoma 2 inhibitor. It is a member of oxanes, a member of nitrobenzenes, a N-sulfonylcarboxamide, an aromatic ether, a pyrrolopyridine, a member of monochlorobenzenes, a N-arylpiperazine and a N-alkylpiperazine.